5-((1-phenyl-1H-pyrrol-2-yl)methylene)thiazolidine-2,4-dione C1(=CC=CC=C1)N1C(=CC=C1)C=C1C(NC(S1)=O)=O